4-chloro-1H-pyrrolo[2,3-b]pyridine-3-carboxylic acid ClC1=C2C(=NC=C1)NC=C2C(=O)O